6-methyleneandrosta-4-ene-3,17-dione C=C1C[C@H]2[C@@H]3CCC([C@@]3(C)CC[C@@H]2[C@]2(CCC(C=C12)=O)C)=O